O=C1NC(CCC1C=1C=CC(=NC1)N1CCC(CC1)CN(C1CCN(CC1)C(=O)[O-])C)=O 4-[({1-[5-(2,6-dioxopiperidin-3-yl)pyridin-2-yl]piperidin-4-yl}methyl)(methyl)amino]piperidine-1-carboxylate